2-(4-chloro-3-fluorophenoxy)-N-(4-(3-(chloromethyl)-1,2,4-oxadiazol-5-yl)-3-hydroxybicyclo[2.2.2]oct-1-yl)acetamide ClC1=C(C=C(OCC(=O)NC23CC(C(CC2)(CC3)C3=NC(=NO3)CCl)O)C=C1)F